N-(3-(5-methoxy-1H-benzo[d][1,2,3]triazol-1-yl)phenethyl)sulfamide COC1=CC2=C(N(N=N2)C=2C=C(CCNS(=O)(=O)N)C=CC2)C=C1